CN(CCN)C N,N-di-methylethylenediamine